C(N)(=S)N1[C@H](CN(C[C@@H]1C)C(=O)OC(C)(C)C)C Tert-Butyl (3S,5S)-4-carbamothioyl-3,5-dimethylpiperazine-1-carboxylate